6-(1-((S)-1-((S)-2,3-dihydroxypropyl)piperidin-3-yl)-5-methyl-1H-pyrazol-4-yl)-4-((R)-1-(5-fluoro-pyridin-2-yl)ethoxy)pyrazolo[1,5-a]pyridine-3-carbonitrile O[C@@H](CN1C[C@H](CCC1)N1N=CC(=C1C)C=1C=C(C=2N(C1)N=CC2C#N)O[C@H](C)C2=NC=C(C=C2)F)CO